OC1=C2C=CNC2=C(C=C1)CC 4-hydroxy-7-ethyl-indole